ClC=1C=C(C=CC1C=1N(C2=NC=NC(=C2N1)OC1(CC1)C)CC1=NC=CC(=C1)Cl)N1CCC(CC1)N 1-(3-chloro-4-(9-((4-chloropyridin-2-yl)methyl)-6-(1-methylcyclopropoxy)-9H-purin-8-yl)phenyl)piperidin-4-amine